S(=O)(=O)([O-])[O-].C[N+](CCCCCCCC)(CCCCCCCC)CCCCCCCC.C[N+](CCCCCCCC)(CCCCCCCC)CCCCCCCC methyltri-n-octylammonium sulphate